CC=1C(=NC=C(C1)C)N1CCN(CC1)C(=O)C1=CC=C(C=C1)C1(C(N(C(N1C)=O)C)=O)C(C)C 5-{4-[4-(3,5-dimethylpyridin-2-yl)piperazine-1-carbonyl]phenyl}-5-isopropyl-1,3-dimethylimidazolidine-2,4-dione